(chloromethyl)diethoxyvinylsilane ClC[SiH2]C=C(OCC)OCC